COC1CCC2=C(N=C(O2)C2=C3C=C(N=CC3=C(N=C2)NC)NC(=O)C2CC2)C1 N-(5-(5-methoxy-4,5,6,7-tetrahydrobenzo[d]oxazol-2-yl)-8-(methylamino)-2,7-naphthyridin-3-yl)cyclopropanecarboxamide